C(C)OC=1N=NC=CC1C1=CC(=C2C(=N1)C(=NN2C(C)C)C)NCC2=NC(=CC=C2)OC 5-(3-ethoxypyridazin-4-yl)-1-isopropyl-N-[(6-methoxy-2-pyridinyl)methyl]-3-methyl-pyrazolo[4,3-b]pyridin-7-amine